CC(C=CC(=O)O)(C)C 4,4-dimethyl-2-pentenoic acid